COC(CC=1C=CC(=NC1)N1CCN(CC1)C(=O)[O-])=O 4-(5-(2-Methoxy-2-oxoethyl)pyridin-2-yl)piperazine-1-carboxylate